C1(=CC=CC=C1)C1=NC(=CC=C1C1=C(C#N)C=CC=C1)C1=CC=CC=C1 (2,6-diphenylpyridin-3-yl)benzonitrile